[Si](C)(C)(C(C)(C)C)OC(C(C)CC1=C(C=C(C=C1)F)F)N ((tert-butyldimethylsilyl)oxy)-2-(2,4-difluorobenzyl)propan-1-amine